Cl.CNCC(C=C)O ((methylamino)methyl)prop-2-en-1-ol hydrochloride